2-[4-(4-aminopiperidin-1-yl)-3-(3,5-difluorophenyl)quinolin-6-yl]-6-cyanophenyl methyl carbonate C(OC1=C(C=CC=C1C#N)C=1C=C2C(=C(C=NC2=CC1)C1=CC(=CC(=C1)F)F)N1CCC(CC1)N)(OC)=O